tert-butyl (S)-(1-(2-(1-(cyclopropylmethyl)-7-(2-hydroxyethoxy)-1H-indol-2-yl)-1-methyl-5-oxo-1,5,7,8-tetrahydro-6H-imidazo[4,5-g]isoquinolin-6-yl)-3-fluoropropan-2-yl)carbamate C1(CC1)CN1C(=CC2=CC=CC(=C12)OCCO)C1=NC=2C(=CC=3CCN(C(C3C2)=O)C[C@@H](CF)NC(OC(C)(C)C)=O)N1C